CC=1C(=C(C=CC1C(=O)O)C1=CC=C(C=C1)C(=O)O)C dimethyl-4,4'-biphenyl-dicarboxylic acid